BrC1=C(C=2N(C=C1)N=CC2C(=O)OCC)OC Ethyl 5-bromo-4-methoxy-pyrazolo[1,5-a]pyridine-3-carboxylate